CC1(C(C(CC1)C(=O)O)(C)C)C(=O)O 1,2,2-trimethyl-1,3-cyclopentanedicarboxylic acid